N-[4-amino-8-(trans-4-aminocyclohexoxy)-5,5-dimethyl-6H-benzo[h]quinazolin-7-yl]-2-cyano-N-methyl-ethanesulfonamide NC1=NC=NC=2C3=C(CC(C12)(C)C)C(=C(C=C3)O[C@@H]3CC[C@H](CC3)N)N(S(=O)(=O)CCC#N)C